F[C@@H]1[C@H]([C@@]2(CN[C@]1(C2)C)C)N(C2=CC=C(N=N2)C2=C(C=C(C=C2)C2=CC(=NC=C2)OC)O)C 2-(6-(((1S,4S,5S,6R)-6-fluoro-1,4-dimethyl-2-azabicyclo[2.2.1]heptan-5-yl)(methyl)amino)pyridazin-3-yl)-5-(2-methoxypyridin-4-yl)phenol